4,4,5,5-tetramethyl-2-(4-neopentylphenyl)-1,3,2-dioxaborolan CC1(OB(OC1(C)C)C1=CC=C(C=C1)CC(C)(C)C)C